FC1=C(CO[C@@H]2C[C@H](C2)C(=O)NCC2=C(C(=C(C=C2)C(F)(F)F)C=2NC(C(=C(N2)CC)F)=O)F)C=CC(=C1)F trans-3-[(2,4-difluorobenzyl)oxy]-N-[3-(4-ethyl-5-fluoro-6-oxo-1,6-dihydropyrimidin-2-yl)-2-fluoro-4-(trifluoromethyl)benzyl]cyclobutane-1-carboxamide